CC=1NC(C=2SC(=C3OCCCC1C23)C2=CC=NC=C2)=O 5-methyl-1-(pyridin-4-yl)-4,6,7,8-tetrahydro-3H-9-oxa-2-thia-4-azabenzo[cd]azulene-3-one